FC1(CC(C1)C(=O)N(CCCNC1=NC(=NC=C1C(F)(F)F)NC=1C(=NN(C1)C1CCN(CC1)C)C)C)F 3,3-difluoro-N-methyl-N-(3-((2-((3-methyl-1-(1-methylpiperidin-4-yl)-1H-pyrazol-4-yl)amino)-5-(trifluoromethyl)pyrimidin-4-yl)amino)propyl)cyclobutane-1-carboxamide